CC1=C(C=CC(=C1)N)C1=C(C=C(C=C1)N)C 2,2'-bis(methyl)-4,4'-diaminobiphenyl